5-amino-3-(4-iodobenzyl)-1,2,3-oxadiazole-3-ium chloride [Cl-].NC1=C[N+](=NO1)CC1=CC=C(C=C1)I